2-[(2S)-4-[(7R)-2-[(3R)-3-(Dimethylamino)pyrrolidin-1-yl]-7-(7-fluoro-2,3-dihydro-1H-indol-1-yl)-5,6,7,8-tetrahydroquinazolin-4-yl]-1-(prop-2-enoyl)piperazin-2-yl]acetonitrile CN([C@H]1CN(CC1)C1=NC=2C[C@@H](CCC2C(=N1)N1C[C@@H](N(CC1)C(C=C)=O)CC#N)N1CCC2=CC=CC(=C12)F)C